3-amino-1-(tert-butoxycarbonyl)pyrrolidine-3-carboxylic acid NC1(CN(CC1)C(=O)OC(C)(C)C)C(=O)O